C(C1=CC=CC=C1)NC1=CC=C(C#N)C=C1 4-(benzylamino)benzonitrile